N-{[(3R,4S)-4-Methyl-2-[6-methyl-3-(2H-1,2,3-triazol-2-yl)pyridin-2-carbonyl]-2-azabicyclo[3.1.1]heptan-3-yl]methyl}-1,3-benzothiazol-2-amin C[C@@H]1[C@@H](N(C2CC1C2)C(=O)C2=NC(=CC=C2N2N=CC=N2)C)CNC=2SC1=C(N2)C=CC=C1